Glycidyltrimethylamine chloride [Cl-].C(C1CO1)CN(C)C